O1CCN(CC1)CCCOC1=C(C=CC=C1)C(C(=O)N)=C 2-((3-morpholinopropoxy)phenyl)acrylamide